ClC1=CC(=C(C=C1)C1=C(C=CC=C1)F)F 4-chloro-2,2'-difluoro-[1,1'-biphenyl]